3-(phenylamino)-1,2,4-oxadiazole C1(=CC=CC=C1)NC1=NOC=N1